2-{3-[3-(hydroxymethyl)-1-[(4-methyl-5-sulfanyl-4H-1,2,4-triazol-3-yl)methyl]cyclobutyl]phenyl}-4-(trifluoromethyl)-2,3-dihydro-1H-isoindol-1-one OCC1CC(C1)(CC1=NN=C(N1C)S)C=1C=C(C=CC1)N1C(C2=CC=CC(=C2C1)C(F)(F)F)=O